OC(CC(=O)[O-])CCO 3,5-dihydroxyvalerate